Z-thienylsilane S1C(=CC=C1)[SiH3]